N4-(4-([1,2,4]triazolo[4,3-c]pyrimidin-7-yloxy)-3-methylphenyl)-N6-(5-methyl-4,5-dihydrooxazol-2-yl)quinazoline-4,6-diamine N=1N=CN2C=NC(=CC21)OC2=C(C=C(C=C2)NC2=NC=NC1=CC=C(C=C21)NC=2OC(CN2)C)C